COC1=CC=C(CC=2NC3=C(C=CC=C3C2)C=2N=NN(C2)C=2C=CC=C3C=CC(OC23)=O)C=C1 8-(4-(2-(4-methoxybenzyl)-1H-indol-7-yl)-1H-1,2,3-triazol-1-yl)-2H-chromen-2-one